ClC1=CC(=C(N)C=C1N1N=NN=C1)N1CCCCC1 4-chloro-2-(piperidin-1-yl)-5-(tetrazol-1-yl)aniline